8-(3,5-dichlorophenyl)-4-(dimethylamino)-N-((4R or S)-4-methylchroman-4-yl)-1,7-naphthyridine-3-carboxamide ClC=1C=C(C=C(C1)Cl)C=1N=CC=C2C(=C(C=NC12)C(=O)N[C@@]1(CCOC2=CC=CC=C12)C)N(C)C |o1:21|